C1(CC1)C1=NN2C(CCC(C2)C(=O)N)=C1 cyclopropyl-4,5,6,7-tetrahydropyrazolo[1,5-a]pyridine-6-carboxamide